FC1CC(N(C1)C(CC1=CC(=C(C=C1)OC)F)=O)C(=O)NC(C1=CC=C(C=C1)C(C)C)C1=CC=CC=C1 4-fluoro-1-[2-(3-fluoro-4-methoxyphenyl)acetyl]-N-{phenyl[4-(propan-2-yl)phenyl]methyl}pyrrolidine-2-carboxamide